C1(CCCC1)NC1=CC=C(C=C1)[C@@H]1N(CCC[C@@H]1C(=O)NC1=CC(=C(C=C1)C)C(F)(F)F)S(=O)(=O)C1=C(C=CC=C1)OC (2R,3S)-2-(4-(cyclopentylamino)phenyl)-1-((2-methoxyphenyl)sulfonyl)-N-(4-methyl-3-(trifluoromethyl)phenyl)piperidine-3-carboxamide